[Cu].C(C)(C)(C)OC(=O)N(C(OC(C)(C)C)=O)C1=NC=C(C=2C1=CN(N2)C2OCCCC2)NC(C(=O)N(CC2=NC=CC=C2)CC2=C(C(=CC=C2)Cl)Cl)=O tert-butyl N-tert-butoxycarbonyl-N-[7-[[2-[(2,3-dichlorophenyl)methyl-(2-pyridylmethyl)amino]-2-oxo-acetyl]amino]-2-tetrahydropyran-2-yl-pyrazolo[4,3-c]pyridin-4-yl]carbamate Copper